1H-pyrazolo[3',4':3,4]Pyrazolo[1,5-a]Pyridine N1N=CC=2C1=NN1C2C=CC=C1